C1(CC1)C1=NN2C=NC(=CC2=C1C=1C(=C2C=NNC2=CC1)F)C1=CC(=C(C=C1)F)C(C(F)(F)F)(F)F 2-cyclopropyl-3-(4-fluoro-1H-indazol-5-yl)-5-(4-fluoro-3-pentafluoroethyl-phenyl)-pyrazolo[1,5-c]pyrimidine